4,5-dihydro-1H-benzo[g]indoloN N1C(CC=2CCC3=C(C12)C=CC=C3)=O